CN1N=C(C(=C1F)C(F)(F)F)C(C(F)(F)F)(F)F N-methyl-3-pentafluoroethyl-4-trifluoromethyl-5-fluoro-1H-pyrazole